ClC1=CC=C(C=C1)C1=NN(CC1C1=CC=CC=C1)C(=O)NS(=O)(=O)C1=CC2=CC=CC=C2C=C1 3-(4-chlorophenyl)-N-(naphthalen-2-ylsulfonyl)-4-phenyl-4,5-dihydro-1H-pyrazole-1-carboxamide